N-(2-(tert-butyl)-6-(1-phenylvinyl)phenyl)benzamide C(C)(C)(C)C1=C(C(=CC=C1)C(=C)C1=CC=CC=C1)NC(C1=CC=CC=C1)=O